O=C([C@H](O)[C@@H](O)[C@H](O)[C@H](O)CO)[O-].[K+] Kalium D-gluconat